1-(cyclopropyl-(5-fluoro-3-methylbenzofuran-2-yl)methyl)-3-(4-(methylsulfonyl)phenyl)urea C1(CC1)C(NC(=O)NC1=CC=C(C=C1)S(=O)(=O)C)C=1OC2=C(C1C)C=C(C=C2)F